N[C@@](C(=O)O)(CC1=C(C=C(C(=C1)F)B(O)O)Cl)C (R)-2-amino-3-(4-dihydroxyboryl-2-chloro-5-fluorophenyl)-2-methylpropanoic acid